C1=CC=C(C=C1)C(=O)OC(=O)C2=CC=C(C=C2)OC3=CC=C(C=C3)C(=O)OC(=O)C4=CC=CC=C4 4,4'-oxydibenzoic dianhydride